C(C)(C)N(C(=O)OCC)C(C1=C(C(=O)OCC(CCCC)CC)C=CC=C1)C1=CC=C(C=C1)Cl 2-ethylhexyl 2-((isopropyl(ethoxycarbonyl)amino)(4-chlorophenyl)methyl)benzoate